(S,2S)-2-(methoxymethyl)-N'-((2,4,5,6-tetrahydro-1H-cyclobuta[f]inden-3-yl)carbamoyl)-2,3-dihydropyrazolo[5,1-b]oxazole-7-sulfonimidamide COC[C@@H]1CN2C(O1)=C(C=N2)[S@](=O)(N)=NC(NC2=C1C(=CC=3CCCC23)CC1)=O